BrC1=CC(=CC(=C1)C(C)(C)C)C(C)(C)C 1-bromo-3,5-di(tert-butyl)benzene